R-2'-Amino-6'-mercapto-5-(tetrahydrofuran-3-yl)-[2,4'-bipyridine]-3',5'-dicarbonitrile NC1=NC(=C(C(=C1C#N)C1=NC=C(C=C1)[C@@H]1COCC1)C#N)S